1-(4-(6-ethoxypyrid-3-yl)-3-(2H-tetrazol-5-yl)phenyl)-3-((trans)-4-methylcyclohexyl)urea C(C)OC1=CC=C(C=N1)C1=C(C=C(C=C1)NC(=O)N[C@@H]1CC[C@H](CC1)C)C=1N=NNN1